CC=1N(C=C(N1)C)C=1C=C(C(=O)Cl)C=C(C1)C(F)(F)F 3-(2,4-dimethyl-1H-imidazol-1-yl)-5-(trifluoromethyl)benzoyl chloride